((3-(oct-3-yn-1-yl)-1,2,4-oxadiazol-5-yl)methyl)acrylic acid C(CC#CCCCC)C1=NOC(=N1)CC(C(=O)O)=C